O1N=C(N=C1)CCCN1C[C@H](CC1)C1=CNC2=CC=CC=C12 (R)-3-(1-[3-(1,2,4-oxadiazol-3-yl)propyl]pyrrolidin-3-yl)-1H-indole